BrC=1C(=NC(=C(C1)N=CN(C)CC)C)OC=1C=C(C=CC1)S(=NC(=O)C1CC1)(=O)C N-((3-((3-Bromo-5-(((ethyl(methyl)amino)methylen)amino)-6-methylpyridin-2-yl)oxy)phenyl)(methyl)(oxo)-λ6-sulfaneyliden)cyclopropanecarboxamid